C(C)NC(=O)[C@H]1O[C@H]([C@@H]([C@@H]1O)O)N1C2=NC(=NC(=C2N=C1)NC)C=1C(=NN(C1)C)C1=CC=CC=C1 (2s,3s,4r,5r)-N-ethyl-3,4-dihydroxy-5-(2-(1-methyl-3-phenyl-1H-pyrazol-4-yl)-6-(methylamino)-9H-purin-9-yl)tetrahydrofuran-2-carboxamide